4-{2-[(2S)-2-(2-methylphenyl)pyrrolidin-1-yl]-7-azaspiro[3.5]nonan-7-yl}-N-{3-nitro-4-[(oxan-4-ylmethyl)amino]benzenesulfonyl}benzamide CC1=C(C=CC=C1)[C@H]1N(CCC1)C1CC2(C1)CCN(CC2)C2=CC=C(C(=O)NS(=O)(=O)C1=CC(=C(C=C1)NCC1CCOCC1)[N+](=O)[O-])C=C2